4-((2'S,3S,4'S,5'R)-1-((1r,4R)-4-carboxycyclohexyl)-6-chloro-4'-(3-chloro-2-fluorophenyl)-2'-neopentyl-spiro[indoline-3,3'-pyrrolidine]-5'-carboxamido)-3-methoxybenzoic acid C(=O)(O)C1CCC(CC1)N1C[C@@]2([C@@H](N[C@H]([C@@H]2C2=C(C(=CC=C2)Cl)F)C(=O)NC2=C(C=C(C(=O)O)C=C2)OC)CC(C)(C)C)C2=CC=C(C=C12)Cl